NC1=NC=C(C=C1C#CC=1C=C(C(=O)NC2=CC(=C(C=C2)Cl)C(F)(F)F)C=CC1C)C1=CN=C(S1)C 3-((2-amino-5-(2-methylthiazol-5-yl)pyridin-3-yl)ethynyl)-N-(4-chloro-3-trifluoromethylphenyl)-4-methylbenzamide